(2R)-2-(Spiro[2.3]hexan-5-ylamino)-3-[1-(trifluoromethyl)cyclopropyl]propan-1-ol C1CC12CC(C2)N[C@@H](CO)CC2(CC2)C(F)(F)F